ClC=1C=C(C=CC1)C=1N=C(NC1C)CC1=CC2=CC=CC=C2C=C1 4-(3-chlorophenyl)-5-methyl-2-(2-naphthylmethyl)imidazole